C(C)(C)(C)OC(CNC=1C(=C2CC(CC2=CC1OCOCCOC)CNC(=O)OC(C)(C)C)F)=O.CC(CCC(=O)O)CCCC 4-Methyloctanoic acid tert-butyl-[(2-{[(tert-butoxycarbonyl)amino]methyl}-4-fluoro-6-[(2-methoxyethoxy)methoxy]-2,3-dihydro-1H-inden-5-yl)amino]acetate